BrC1=C(C=C(C=C1OC1=CC2=CC=CC=C2C=C1)Cl)OC1=CC2=CC=CC=C2C=C1 2,2'-((2-bromo-5-chloro-1,3-phenylene)bis(oxy))dinaphthalene